C(CCCCCCCCCCC)(=O)OO peroxylauric acid